N-[(4-vinylphenyl)methyl]butan-1-amine C(=C)C1=CC=C(C=C1)CNCCCC